[Cl-].C[N+](C)(C)CC1=CC=C(C=C1)C=C N,N,N-trimethyl-p-vinylbenzyl-ammonium chloride